methyl 6-amino-2,2-difluorobenzo[d][1,3]dioxole-5-carboxylate NC=1C(=CC2=C(OC(O2)(F)F)C1)C(=O)OC